C(CC)OC(C(C(=O)OCCC)(C1=CC=CC=C1)C1=CC=CC=C1)=O diphenylmalonic acid dipropyl ester